C(C)(=O)NC([C@@H](N)C(C)C)=O N-acetyl-valinamide